COC1=CC(=C(C=C1)NC1=CC2=C(C=N1)N(C(N2C2CCN(CC2)C(=O)OCC2=CN=C(N2C)[N+](=O)[O-])=O)C)C (1-Methyl-2-nitro-1H-imidazol-5-yl)methyl 4-(6-((4-methoxy-2-methylphenyl)amino)-3-methyl-2-oxo-2,3-dihydro-1H-imidazo[4,5-c]pyridin-1-yl)piperidine-1-carboxylate